OC=1C(N(C=C(N1)CCC)C)=O 3-hydroxy-1-methyl-5-propyl-1,2-dihydropyrazin-2-one